C1(CC1)C=1C(=C(C(=CC1)C1=C(C2=C(N=N1)N(C=N2)[C@H]2CN(CCC2)C)C)O)F (R)-3-cyclopropyl-2-fluoro-6-(4-methyl-7-(1-methylpiperidin-3-yl)-7H-imidazo[4,5-c]pyridazin-3-yl)phenol